BrC(CCC(C(C1=C(C(=C(O)C(=C1Br)Br)Br)Br)(C)C1=CC=C(C=C1)O)CCC(Br)Br)Br bis(dibromopropyl)tetrabromobisphenol A